C1(=CC=CC=C1)CCC=CS(=O)C=CCCC1=CC=CC=C1 (4-phenylbut-1-en-1-yl) sulfoxide